4-Chloro-N-[4-(morpholin-4-yl)phenyl]butanamide ClCCCC(=O)NC1=CC=C(C=C1)N1CCOCC1